C(C)(C)(C)OC(=O)N1C=NC=2C1=NC=CC2 3H-imidazo[4,5-b]Pyridine-3-carboxylic acid tert-butyl ester